(S)-N-(3-(1-((2-ethyl-2H-pyrazolo[3,4-b]pyrazin-6-yl)amino)ethyl)phenyl)-6-(ethylamino)nicotinamide C(C)N1N=C2N=C(C=NC2=C1)N[C@@H](C)C=1C=C(C=CC1)NC(C1=CN=C(C=C1)NCC)=O